2-chloro-6,6-dimethyl-7,8-dihydroquinolin-5(6H)-one ClC1=NC=2CCC(C(C2C=C1)=O)(C)C